CC1=CC=C(C=C1)C1=CC=C(C=N1)N 6-(4-methylphenyl)pyridin-3-amine